N-{4-[2-(2-chloro-3-fluorophenyl)acetamido]pyridin-2-yl}-N-(3-cyano-5-methylphenyl)acetamide ClC1=C(C=CC=C1F)CC(=O)NC1=CC(=NC=C1)N(C(C)=O)C1=CC(=CC(=C1)C)C#N